4-(4-(1-(2,2-difluoroethyl)-3-phenyl-1H-pyrazol-4-yl)-7-methoxyquinazolin-6-yl)tetrahydro-2H-pyran-4-ol FC(CN1N=C(C(=C1)C1=NC=NC2=CC(=C(C=C12)C1(CCOCC1)O)OC)C1=CC=CC=C1)F